6-((R)-tert-butylsulfinyl)-5-methyl-2,6-diazaspiro[3.3]heptane-2-carboxylic acid tert-butyl ester C(C)(C)(C)OC(=O)N1CC2(C1)C(N(C2)[S@](=O)C(C)(C)C)C